1-cyclopropyl-6-fluoro-7-[(3S)-3-hydroxypyrrolidin-1-yl]-3-({[(2-methylpyridin-4-yl)methyl][(3S)-piperidin-3-yl]amino}methyl)-1,4-dihydroquinolin-4-one C1(CC1)N1C=C(C(C2=CC(=C(C=C12)N1C[C@H](CC1)O)F)=O)CN([C@@H]1CNCCC1)CC1=CC(=NC=C1)C